chlorobenzene ferrocenium salt C1C=CC=C1.[CH-]1C=CC=C1.[Fe+2].ClC1=CC=CC=C1